N-(2-(2-ethyl-1,4-diazepan-1-yl)pyrimidin-4-yl)-1H-indazol-5-amine C(C)C1N(CCCNC1)C1=NC=CC(=N1)NC=1C=C2C=NNC2=CC1